C(C)(=O)NC=1C(=CC2=C(OCO2)C1)C(CCN(C(OCC1C2=CC=CC=C2C=2C=CC=CC12)=O)CCOC)=O (9H-fluoren-9-yl)methyl (3-(6-acetamidobenzo[d][1,3]dioxol-5-yl)-3-oxopropyl)(2-methoxyethyl)carbamate